C(C1=CC2=C(N=C(N=C2)NC2(C(CN(CC2([2H])[2H])S(=O)(=O)C)([2H])[2H])[2H])N(C1=O)[C@H]1[C@H](CCC1)C)([2H])([2H])[2H] (-)-6-(methyl-d3)-8-((1R,2S)-2-methylcyclopentyl)-2-((1-(methylsulfonyl)piperidin-4-yl-3,3,4,5,5-d5)-amino)pyrido[2,3-d]pyrimidin-7(8H)-one